3-(imidazo[1,2-a]pyridin-6-yl)-2-(m-tolyl)-6,7-dihydro-5H-pyrazolo[5,1-b][1,3]oxazine N=1C=CN2C1C=CC(=C2)C=2C(=NN1C2OCCC1)C=1C=C(C=CC1)C